stannyl-(tin) [SnH3][Sn]